C(C)(C)(C)OC(=O)N1CC=2C(=NN3C2C(CCC(C3)(O)CF)(F)F)C[C@H]1C (3R)-tert-butyl-11,11-difluoro-8-(fluoromethyl)-8-hydroxy-3-methyl-3,4,8,9,10,11-hexahydro-1H-pyrido[4',3':3,4]pyrazolo[1,5-a]azepine-2(7H)-carboxylate